C1(=CC=CC=C1)C#CC1C(C2=CC=CC=C2C=C1)=O phenylethynyl-naphthalenone